ClC1=NC=C(C(=C1)NCC[C@H](C)O)C1=NC=C(N=C1)OC1COC1 (S)-4-((2-chloro-5-(5-(oxetan-3-yloxy)pyrazin-2-yl)pyridin-4-yl)amino)butan-2-ol